2-(2,6-Dioxopiperidin-3-yl)-5-((6-(4-(3-isopropylquinoxalin-2-yl)-1H-pyrazol-1-yl)hexyl)amino)isoindoline-1,3-dione O=C1NC(CCC1N1C(C2=CC=C(C=C2C1=O)NCCCCCCN1N=CC(=C1)C1=NC2=CC=CC=C2N=C1C(C)C)=O)=O